ammonium benzenedisulfonate C=1(C(=CC=CC1)S(=O)(=O)[O-])S(=O)(=O)[O-].[NH4+].[NH4+]